1-(4-(4-(4-(6-amino-4-(trifluoromethyl)pyridin-3-yl)-6-morpholino-1,3,5-triazin-2-yl)piperazine-1-carbonyl)piperidin-1-yl)-7-methyloct-6-ene-1,5-dione NC1=CC(=C(C=N1)C1=NC(=NC(=N1)N1CCOCC1)N1CCN(CC1)C(=O)C1CCN(CC1)C(CCCC(C=C(C)C)=O)=O)C(F)(F)F